NC1=C(C2=C(CN(CC2)C(=O)OC(C)(C)C)S1)C=1SC2=C(N1)C=C(C=C2)C tert-Butyl 2-amino-3-(5-methylbenzo[d]thiazol-2-yl)-4,7-dihydrothieno[2,3-c]pyridine-6(5H)-carboxylate